C1(=CC=CC=C1)C(C(=O)NC1=CC=C(C=C1)F)=C 2-phenyl-N-(p-fluorophenyl)acrylamide